2-(tert-butylamino)acetic acid C(C)(C)(C)NCC(=O)O